3-aminooxetane-3-carbonitrile hydrochloride Cl.NC1(COC1)C#N